CC(CN)(C)N1CCC(CC1)C 2-methyl-2-(4-methyl-1-piperidinyl)-1-propylamine